3,14-Dioxo-1-phenyl-2,7,10-trioxa-4,13-diazaheptadecane-17-oic acid tert-butyl ester C(C)(C)(C)OC(CCC(NCCOCCOCCNC(OCC1=CC=CC=C1)=O)=O)=O